P(O)(O)O.P(O)(O)O.P(O)(O)O.C(CCCCCCCCCCCC)C(C(C(C(C1=C(C=C(C(=C1)C(C)(C)C)O)C)(C1=C(C=C(C(=C1)C(C)(C)C)O)C)CCCCCCCCCCCCC)(CCCCCCCCCCCCC)CCCCCCCCCCCCC)(C1=C(C=C(C(=C1)C(C)(C)C)O)C)CCCCCCCCCCCCC)CCCCCCCCCCCCC hexatridecyl-1,1,3-tris(2-methyl-4-hydroxy-5-t-butylphenyl)butane triphosphite